C(=O)(O)C(O)C(O)C(=O)O.N1=CC=CC(=C1)C1N(C)CCC1 nicotine tartrate salt